Methyl 6-[4-[acetyl(2-aminoethyl)amino]-3-methyl-phenyl]pyridine-3-carboxylate C(C)(=O)N(C1=C(C=C(C=C1)C1=CC=C(C=N1)C(=O)OC)C)CCN